3,5-Diiodo-[1,1'-biphenyl]-4-ol IC=1C=C(C=C(C1O)I)C1=CC=CC=C1